ClC1=C(C(=O)N2COC3=C(C2)C=CC=C3C3=CC(=C(C(=O)O)C=C3F)N3C2COCC3CC2)C(=CC(=C1)N1CC2(C1)CCN(CC2)C)Cl 4-[3-[2,6-Dichloro-4-(7-methyl-2,7-diazaspiro[3.5]nonan-2-yl)benzoyl]-2,4-dihydro-1,3-benzoxazin-8-yl]-5-fluoro-2-(3-oxa-8-azabicyclo[3.2.1]octan-8-yl)benzoic acid